isoundecene CC(C)CCCCCCC=C